4-((3-(4-((2-azaspiro[3.3]heptan-6-yl)amino)-1-(2,2,2-trifluoroethyl)-1H-indol-2-yl)prop-2-yn-1-yl)amino)-3-methoxy-benzenesulfonamide C1NCC12CC(C2)NC2=C1C=C(N(C1=CC=C2)CC(F)(F)F)C#CCNC2=C(C=C(C=C2)S(=O)(=O)N)OC